methyl-({[2-(trifluoromethyl)phenyl]methyl})amine hydrochloride Cl.CNCC1=C(C=CC=C1)C(F)(F)F